rac-5-(chloromethyl)-3-((1r,5r,6s)-3-(3,4-difluorophenyl)bicyclo[3.1.0]hex-2-en-6-yl)-1,2,4-oxadiazole ClCC1=NC(=NO1)[C@H]1[C@@H]2CC(=C[C@H]12)C1=CC(=C(C=C1)F)F |r|